C(C)(C)(C)[S@@](=O)N[C@@H]1C2=CC=CC=C2CC12CCN(CC2)C=2N=C(C(=NC2)S)C.[Na] sodium 5-((S)-1-(((R)-tert-butylsulfinyl)amino)-1,3-dihydrospiro[indene-2,4'-piperidin]-1'-yl)-3-methylpyrazine-2-thiol